Cl[Sb-](Cl)(Cl)(Cl)(Cl)Cl.BrC1=CC=C(C=C1)[NH3+] (4-bromophenyl)Aminium hexachloroantimonate